4,4'-[1,1'-biphenyl]-4,4'-diylbis(phenylazanediyl)dibenzaldehyde C1(=CC=C(C=C1)N(C1=CC=CC=C1)C1=CC=C(C=O)C=C1)C1=CC=C(C=C1)N(C1=CC=CC=C1)C1=CC=C(C=O)C=C1